F[C@H](CNC(=O)C=1C=NC=2N(C1NC(C)C)N=C(C2)C=2C(=NC=CC2)F)C(C)(C)O (R)-N-(2-fluoro-3-hydroxy-3-methylbutyl)-2-(2-fluoropyridin-3-yl)-7-(isopropylamino)pyrazolo[1,5-a]pyrimidine-6-carboxamide